C(C1=CC=CC=C1)OC1=CC=CC=2CC(C12)=O 5-(benzyloxy)bicyclo[4.2.0]octa-1(6),2,4-trien-7-one